α,α'-bis(2-methyl-1-pyrrolidinyl)-2,5-xylenylaminoquinoline CC1N(CCC1)CC1=C(C=C(C=C1)CN1C(CCC1)C)NC1=NC2=CC=CC=C2C=C1